5-cyclopropyl-2-(4-{[(3R)-1-(oxazin-4-yl)piperidin-3-yl]amino}pyrrolo[1,2-d][1,2,4]triazin-1-yl)phenol C1(CC1)C=1C=CC(=C(C1)O)C=1C=2N(C(=NN1)N[C@H]1CN(CCC1)C1=CNOC=C1)C=CC2